tert-Butyl 2-methyl-5-phenyl-3,6-dihydro-2H-pyridine-1-carboxylate CC1N(CC(=CC1)C1=CC=CC=C1)C(=O)OC(C)(C)C